Benzene-1,2,4-tricarboxylic acid C=1(C(=CC(=CC1)C(=O)O)C(=O)O)C(=O)O